cis-N-(2-chloro-4-(trifluoromethyl)phenyl)-1-(4-(hexahydropyrrolo[3,4-c]pyrrol-2(1H)-yl)-1H-pyrazol-1-yl)cyclobutane-1-carboxamide ClC1=C(C=CC(=C1)C(F)(F)F)NC(=O)C1(CCC1)N1N=CC(=C1)N1C[C@@H]2CNC[C@@H]2C1